CN(C)P(N(C)C)N(C)C tris(dimethylamino)-phosphine